5-(benzo[d]thiazol-6-ylsulfonyl)-N-(furan-2-ylmethyl)-3,4,5,6-tetrahydropyrrolo[3,4-c]pyrrole-2(1H)-carboxamide S1C=NC2=C1C=C(C=C2)S(=O)(=O)N2CC1=C(C2)CN(C1)C(=O)NCC=1OC=CC1